N1C=CC2=CC=C(C=C12)NC(=O)NC1=CC2=C(SCC(N2)=O)C=C1 1-(1H-indol-6-yl)-3-(3-oxo-3,4-dihydro-2H-benzo[b][1,4]thiazin-6-yl)urea